FC1=C(COC2=CC=CC(=N2)C2CCN(CC2)CC2=NC3=C(N2C[C@H]2OCC2)C=C(C=C3)C(=O)O)C=CC(=C1)N1N=NC=C1 (S)-2-((4-(6-((2-fluoro-4-(1H-1,2,3-triazol-1-yl)benzyl)oxy)pyridin-2-yl)piperidin-1-yl)methyl)-1-(oxetan-2-ylmethyl)-1H-benzo[d]imidazole-6-carboxylic acid